ClC1=C(C=CC=C1Cl)SC=1C=2N(C(=NC1)N1CCC(CC1)(N)C)C=CN2 1-(8-((2,3-dichlorophenyl)thio)imidazo[1,2-c]pyrimidin-5-yl)-4-methylpiperidin-4-amine